4-(6-chlorobenzo[d]oxazol-2-yl)aniline ClC1=CC2=C(N=C(O2)C2=CC=C(N)C=C2)C=C1